FC(C=1C=CC(=NC1)OC1=CC=C(OC(C(=O)Cl)C)C=C1)(F)F 2-(4-((5-(trifluoromethyl)pyridin-2-yl)oxy)phenoxy)propionyl chloride